ClC=1C=NC=C(C1N1C=2N(C3=C(C1=O)C=NC(=N3)NC3=CC(=C(C=C3)C3(CCN(CC3)C)C#N)C)CCN2)Cl 4-(4-((6-(3,5-dichloropyridin-4-yl)-5-oxo-5,6,8,9-tetrahydroimidazo[1,2-a]pyrimido[5,4-e]pyrimidin-2-yl)amino)-2-methylphenyl)-1-methylpiperidine-4-carbonitrile